tert-butyl-lithium C(C)(C)(C)[Li]